ethyl methylphenylglycidate CCOC(=O)C1C(O1)(C)C2=CC=CC=C2